C(C)OC1=C(C(=O)NC(C)C=2SC(=CC2)C)C=C(C=C1)NC(C(C)C)=O 2-ethoxy-5-isobutyrylamino-N-(1-(5-methylthiophen-2-yl)ethyl)benzamide